N-((4s,6r)-1-ethyl-1-azaspiro[3.3]hept-6-yl)-2-(4-isobutoxy-3-isopropyl-6-oxopyridazin-1(6H)-yl)acetamide C(C)N1CCC12CC(C2)NC(CN2N=C(C(=CC2=O)OCC(C)C)C(C)C)=O